NCC=1C=C(C=CC1)C=1C=C2C(=NN(C2=C2C1OC=C2)C)COC2=C(C=CC=C2)CC(=O)O 2-(2-((5-(3-(aminomethyl)phenyl)-1-methyl-1H-furo[2,3-g]indazol-3-yl)methoxy)phenyl)acetic acid